2,4,6-trimethyl-1,3,5-benzenetricarboxylic acid CC1=C(C(=C(C(=C1C(=O)O)C)C(=O)O)C)C(=O)O